N-(4-(8-amino-1-(4-((4-(trifluoromethyl)pyridin-2-yl)carbamoyl)phenyl)imidazo[1,5-a]pyrazin-3-yl)bicyclo[2.2.1]heptan-1-yl)thiazole-2-carboxamide NC=1C=2N(C=CN1)C(=NC2C2=CC=C(C=C2)C(NC2=NC=CC(=C2)C(F)(F)F)=O)C21CCC(CC2)(C1)NC(=O)C=1SC=CN1